C(=O)(OC(C)(C)C)N[C@H](CC(=O)O)CC1=CC=C(C=C1)C#N (S)-3-(Boc-amino)-4-(4-cyanophenyl)butanoic acid